COCCOCCOCCOCCOCCOCCOCCOCCOCCOCCOCCOCCOCC#N 2,5,8,11,14,17,20,23,26,29,32,35,38-tridecaoxatetracontane-40-nitrile